1-(4-bromobenzyl)cyclopentane-1-carboxylic acid BrC1=CC=C(CC2(CCCC2)C(=O)O)C=C1